vinyl-carboxylic acid C(=C)C(=O)O